CN1N=CC=C1C(C)O 1-(1-methyl-1H-pyrazol-5-yl)ethan-1-ol